(2S)-2-[(E)-benzylideneamino]-3-methyl-butan-1-ol C(/C1=CC=CC=C1)=N\[C@H](CO)C(C)C